The molecule is a tetracyclic triterpenoid isolated from Dysoxylum lenticellatum. It has a role as a metabolite and a plant metabolite. It is a butenolide, a cyclic terpene ketone and a tetracyclic triterpenoid. C[C@]12CCC(=O)C([C@@H]1CC=C3[C@@H]2CC[C@@]4([C@@]3(CC[C@H]4C5=CC(OC5=O)(CO)O)C)C)(C)C